(4-((4-fluoro-6-(4-(trifluoromethyl)piperidin-1-yl)pyridin-3-yl)amino)benzyl)-5-oxopyrrolidine-3-carboxamide FC1=C(C=NC(=C1)N1CCC(CC1)C(F)(F)F)NC1=CC=C(CN2CC(CC2=O)C(=O)N)C=C1